ClC1=NC(=NC=C1C(F)(F)F)NC1=C(C=C(C=C1)N1CC2(CN(C2)C(=O)OC(C)(C)C)CC1)C1CC1 tert-butyl 6-(4-((4-chloro-5-(trifluoromethyl)pyrimidin-2-yl)amino)-3-cyclopropylphenyl)-2,6-diazaspiro[3.4]octane-2-carboxylate